NN1CCC(CC1)C1CN(CC1)C1=C(C=C(C=C1)C1C(NC(CC1)=O)=O)F 3-(4-(3-(1-aminopiperidin-4-yl)pyrrolidin-1-yl)-3-fluorophenyl)piperidine-2,6-dione